1-[3-(azetidin-3-yl)-5-{[(5-chlorothiophen-2-yl)methyl]amino}-1H-pyrazol-1-yl]-2,2-dimethylpropan-1-one N1CC(C1)C1=NN(C(=C1)NCC=1SC(=CC1)Cl)C(C(C)(C)C)=O